C1(CC1)C([C@@H](C(NC=1C=NN(C1)C(C)C=1C(NC=CC1)=O)=O)NC(=O)C=1N(N=CC1)C(C)C)C1CC1 N-[(1S)-1-(dicyclopropylmethyl)-2-oxo-2-[[1-[1-(2-oxo-1H-pyridin-3-yl)ethyl]pyrazol-4-yl]amino]ethyl]-2-isopropyl-pyrazole-3-carboxamide